4-(4,4-difluoropiperidin-1-yl)-N-(2-(4,4-dimethyl-1,4-azasilinan-1-yl)-4-((2-hydroxyethyl)sulfonamido)phenyl)-5-(trifluoromethyl)pyrimidine-2-carboxamide FC1(CCN(CC1)C1=NC(=NC=C1C(F)(F)F)C(=O)NC1=C(C=C(C=C1)NS(=O)(=O)CCO)N1CC[Si](CC1)(C)C)F